1-octyl-1-butylpyrrolidinium acetate C(C)(=O)[O-].C(CCCCCCC)[N+]1(CCCC1)CCCC